N1=C(C=CC=C1)/C=C/C1=CNC2=CC(=CC=C12)S(=O)(=O)Cl 3-((E)-2-pyridine-2-yl-vinyl)-1H-indole-6-yl-sulfonyl chloride